C(C1=C[N+](=CC=C1)[O-])([O-])=N nicotinimidate 1-oxide